(S)-1-((R)-2-((6-fluoro-4-(2-fluorophenyl)-2-oxo-2H-chromen-7-yl)oxy)propionyl)piperidine-3-carboxylic acid FC=1C=C2C(=CC(OC2=CC1O[C@@H](C(=O)N1C[C@H](CCC1)C(=O)O)C)=O)C1=C(C=CC=C1)F